tert-butyl N-[trans-4-[[4-amino-7-(3-cyanopyrrolidin-1-yl)-5,5-dimethyl-6H-benzo[h]quinazolin-8-yl]oxy]cyclohexyl]carbamate NC1=NC=NC=2C3=C(CC(C12)(C)C)C(=C(C=C3)O[C@@H]3CC[C@H](CC3)NC(OC(C)(C)C)=O)N3CC(CC3)C#N